(S)-3-(4-chlorophenyl)-4-phenyl-N-(2-sulfamoylethyl)-N'-((3-(trifluoromethyl)phenyl)sulfonyl)-4,5-dihydro-1H-pyrazole-1-carboximidamide ClC1=CC=C(C=C1)C1=NN(C[C@@H]1C1=CC=CC=C1)C(NCCS(N)(=O)=O)=NS(=O)(=O)C1=CC(=CC=C1)C(F)(F)F